N-{6-[(2-aminophenyl)amino]-6-oxohexyl}-3-[4-(cyclobutylamino)phenyl]-1H-pyrazole-5-carboxamide NC1=C(C=CC=C1)NC(CCCCCNC(=O)C1=CC(=NN1)C1=CC=C(C=C1)NC1CCC1)=O